1-[6-(3,5-Difluorophenyl)pyrazolo[4,3-b]pyridin-1-yl]butan FC=1C=C(C=C(C1)F)C=1C=C2C(=NC1)C=NN2CCCC